FC1=C(C=CC(=C1)F)C1=CC(=C(C=C1)F)N 2',4,4'-trifluoro-[1,1'-biphenyl]-3-amine